Ethyl-hydroxyethyl-aniline C(C)N(C1=CC=CC=C1)CCO